C(C\C=C\CCCCCCCC\C=C\CCCC)OCCCCCCCOCOCOCCCCCCCOCC\C=C\CCCCCCCC\C=C\CCCC (3E,13E)-3,13-octadecadienyloxyheptyloxymethyl ether